ClC1=CC=C(C=C1)[C@H](C(F)(F)F)N(S(=O)(=O)C=1C=NC=C(C1)F)C (R)-N-(1-(4-chlorophenyl)-2,2,2-trifluoroethyl)-5-fluoro-N-methylpyridine-3-sulfonamide